C1(CCC1)C1=CN=C(S1)N 5-cyclobutyl-thiazol-2-amine